FC=1C=C(C=CC1O)C(=O)N1CC2=C(N=C(N=C2)C2=NC=CC=C2)CC1 (3-fluoro-4-hydroxy-phenyl)-[2-(2-pyridyl)-7,8-dihydro-5H-pyrido[4,3-d]pyrimidin-6-yl]methanone